benzyloxycarbonyl-L-ornithine C(C1=CC=CC=C1)OC(=O)N[C@@H](CCCN)C(=O)O